4-fluoro-4'-methoxy-1,1'-biphenyl FC1=CC=C(C=C1)C1=CC=C(C=C1)OC